2-(3-((2s,6r)-2,6-dimethylpiperidin-4-yl)-1H-pyrrolo[2,3-c]pyridin-1-yl)-5-fluoro-N-isopropyl-N-methylbenzamide C[C@@H]1N[C@@H](CC(C1)C1=CN(C2=CN=CC=C21)C2=C(C(=O)N(C)C(C)C)C=C(C=C2)F)C